C(C=C)N1N(C2=NC(=CC=C2C1=O)NC1=NC=C(C(=C1)N[C@H](CO)C1=CC=CC=C1)C1=NC(=NO1)C12CCN(CC1)CC2)C (S)-2-Allyl-6-((4-((2-hydroxy-1-phenylethyl)amino)-5-(3-(quinuclidin-4-yl)-1,2,4-oxadiazol-5-yl)pyridin-2-yl)amino)-1-methyl-1,2-dihydro-3H-pyrazolo[3,4-b]pyridin-3-one